p-methoxyphenyl-2'-methyl-2'-vinyl-6-oxo-6H-spiro(benzo[d][1,3]dioxin-5,1'-cyclopentane)-4',4'-dicarboxylic acid ethyl ester C(C)OC(=O)C1(C(C(C2(C1)C(C=CC=1OCOCC12)=O)(C=C)C)C1=CC=C(C=C1)OC)C(=O)O